[5-(methoxycarbonyl)pyrazin-2-yl]tetrahydropyrrole-1-carboxylic acid 2-methylpropan-2-yl ester CC(C)(C)OC(=O)N1C(CCC1)C1=NC=C(N=C1)C(=O)OC